ClC1=NC=C(C(=N1)OC)C(C)=O 1-(2-chloro-4-methoxy-pyrimidin-5-yl)ethanone